3-(3-((5-chloro-2-((3-methyl-1-(8-methyl-8-azabicyclo[3.2.1]octan-3-yl)-1H-pyrazol-4-yl)amino)pyrimidin-4-yl)amino)propyl)-1,3-oxazepan-2-one ClC=1C(=NC(=NC1)NC=1C(=NN(C1)C1CC2CCC(C1)N2C)C)NCCCN2C(OCCCC2)=O